OC1=CC=C(C=C1)N=NC1=CC=C(C(=O)O)C=C1 4-(4'-Hydroxyphenylazo)benzoic acid